7-[3-[(1-tert-butoxycarbonyl-4-piperidinyl)oxy]cyclobutyl]-2,7-diazaspiro[3.5]nonane-2-carboxylic acid benzyl ester C(C1=CC=CC=C1)OC(=O)N1CC2(C1)CCN(CC2)C2CC(C2)OC2CCN(CC2)C(=O)OC(C)(C)C